IC=1C=C(C=CC1)[C@H]([C@@H](CCCC)O)O 1-(3-iodophenyl)-(R,R)-1,2-hexanediol